CC=1C=C2CCN(C2=CC1NC(C(C)N1C=C(C2=CC(=CC=C12)S(=O)(=O)N1CCCCC1)C)=O)C(=O)OC(C)(C)C tert-butyl 5-methyl-6-[2-[3-methyl-5-(1-piperidylsulfonyl)indol-1-yl]propanoylamino]indoline-1-carboxylate